CC1=NC(=CC=C1S(=O)(=O)N1CC2(C1)CN(C2)C2CC1(CCO1)C2)C(F)(F)F 2-((2-methyl-6-(trifluoromethyl)pyridin-3-yl)sulfonyl)-6-(1-oxaspiro[3.3]heptan-6-yl)-2,6-diazaspiro[3.3]heptane